ClC=1C=C(C=2N(N1)C=CN2)[C@@H]2[C@H](C2)C2=C(C(=C(C#N)C=C2)F)F 4-((1S,2S)-2-(6-chloroimidazo[1,2-b]pyridazin-8-yl)cyclopropyl)-2,3-difluorobenzonitrile